BrC1=C(C=C2CN(C(C2=C1)=O)C1C(NC(CC1)=O)=O)CN(C)C1CCN(CC1)C1=CC=C(C=C1)NC1=NC=C2N=C(N(C2=N1)C1CCCC1)NC1=CC=CC=C1 3-(6-bromo-5-(((1-(4-((9-cyclopentyl-8-(phenylamino)-9H-purin-2-yl)amino)phenyl)piperidine-4-yl)(methyl)amino)methyl)-1-oxoisoindolin-2-yl)piperidine-2,6-dione